C(C)(C)(C)N(C(O)=O)C1CCN(CC1)S(=O)(=O)C1=CC(=CC=C1)[N+](=O)[O-].C1(CC1)[C@H](CN1N=CC2=NC=C(C=C21)C2=CC(=C(C(=C2)F)F)F)OC |r| (RS)-1-(2-Cyclopropyl-2-methoxy-ethyl)-6-(3,4,5-trifluorophenyl)pyrazolo[4,3-b]pyridine tert-butyl-(1-((3-nitrophenyl)sulfonyl)piperidin-4-yl)carbamate